N[C@H](C[C@@H](C(=O)O)C)CC1=CC(=C(C=C1)O)[N+](=O)[O-] (2S,4R)-4-amino-5-(4-hydroxy-3-nitrophenyl)-2-methylpentanoic acid